2,4-bis(trichloromethyl)-6-(4-methoxy-naphth-1-yl)-s-triazine ClC(C1=NC(=NC(=N1)C(Cl)(Cl)Cl)C1=CC=C(C2=CC=CC=C12)OC)(Cl)Cl